(1-(4-chloro-2-fluorophenyl)piperidin-4-yl)-1,3,4-thiadiazol-2-amine ClC1=CC(=C(C=C1)N1CCC(CC1)C1=NN=C(S1)N)F